Natrium (S)-3-(3-(1,6-Dimethyl-4-oxido-2-oxo-1,2-dihydropyridin-3-yl)ureido)-3-(4-fluoro-3'-(trifluoromethoxy)biphenyl-3-yl)propanoat CN1C(C(=C(C=C1C)[O-])NC(N[C@@H](CC(=O)[O-])C=1C=C(C=CC1F)C1=CC(=CC=C1)OC(F)(F)F)=O)=O.[Na+].[Na+]